NC=1C2=C(N=CN1)N(C(=C2C2=NC=CC=N2)C2=CCC1(CCN(CC1)C(C=C)=O)CC2)COCC[Si](C)(C)C 1-(9-(4-amino-5-(pyrimidin-2-yl)-7-((2-(trimethylsilyl)ethoxy)methyl)-7H-pyrrolo[2,3-d]pyrimidin-6-yl)-3-azaspiro[5.5]undec-8-en-3-yl)prop-2-en-1-one